tert-butyl (1R,3S,4S)-3-(4-(1-(5-fluoro-2'-isopropyl-[1,1'-biphenyl]-2-yl)-1H-pyrrolo[2,3-c]pyridine-3-carbonyl)piperidine-1-carbonyl)-2-azabicyclo[2.2.1]heptane-2-carboxylate FC=1C=CC(=C(C1)C1=C(C=CC=C1)C(C)C)N1C=C(C=2C1=CN=CC2)C(=O)C2CCN(CC2)C(=O)[C@H]2N([C@@H]1CC[C@H]2C1)C(=O)OC(C)(C)C